(S)-4-(2-Amino-2-carboxyethyl)-3-fluorobenzoic acid N[C@@H](CC1=C(C=C(C(=O)O)C=C1)F)C(=O)O